3-acetyl-5-amino-8-(6-phenyl-4-azaspiro[2.4]heptane-4-carbonyl)octahydropyrrolo[1,2-a][1,5]diazocin-6(1H)-one C(C)(=O)N1CCC2N(C(C(C1)N)=O)C(CC2)C(=O)N2C1(CC1)CC(C2)C2=CC=CC=C2